[Cl-].C(CCCCCCCCCCC)[NH+](CC(O)O)C dodecylmethyldihydroxyethyl-ammonium chloride